6-chloro-4-iodo-N-methyl-2,7-naphthyridin-1-amine ClC=1C=C2C(=CN=C(C2=CN1)NC)I